FC1(CN(CC[C@H]1NC1=NN2C(C(=N1)OC[2H])=C(C(=C2)F)C=2C=CC1=C(N(N=N1)CC(F)(F)F)C2)C([2H])([2H])[2H])F (R)-N-(3,3-difluoro-1-(methyl-d3)piperidin-4-yl)-6-fluoro-4-(methoxy-d)-5-(1-(2,2,2-trifluoroethyl)-1H-benzo[d][1,2,3]triazol-6-yl)pyrrolo[2,1-f][1,2,4]triazin-2-amine